C(C)NC1=NNC=2C1=NC(=CC2CN2CCCC2)C=2C(=C1CN(C(C1=CC2)=O)C2C(NC(CC2)=O)=O)F 3-(5-(3-(ethylamino)-7-(pyrrolidin-1-ylmethyl)-1H-pyrazolo[4,3-b]pyridin-5-yl)-4-fluoro-1-oxoisoindolin-2-yl)piperidine-2,6-dione